phosphorus triselenide P12P3P1[Se]P([Se]2)[Se]3